NC1(CCC2(C(=CC3=C(C(=CC=C23)F)F)Br)CC1)C(=O)O 4-amino-2'-bromo-4',5'-difluorospiro[cyclohexane-1,1'-indene]-4-carboxylic acid